2-(1-methyl-6-nitro-1H-indazol-3-yl)propan-1-ol CN1N=C(C2=CC=C(C=C12)[N+](=O)[O-])C(CO)C